1,5-bis({4-[bis({2-hydroxy-8-[(2Z)-non-2-en-1-yloxy]-8-oxooctyl})amino]butyl}) 3-hydroxy-3-methylpentanedioate OC(CC(=O)OCCCCN(CC(CCCCCC(OC\C=C/CCCCCC)=O)O)CC(CCCCCC(=O)OC\C=C/CCCCCC)O)(CC(=O)OCCCCN(CC(CCCCCC(OC\C=C/CCCCCC)=O)O)CC(CCCCCC(=O)OC\C=C/CCCCCC)O)C